Benzyl [(1R,3R,4S)-3-hydroxy-4-{[2-{[(4-methoxyphenyl)methyl]amino}-6-(2,2,2-trifluoroethyl)thieno[2,3-d]pyrimidin-4-yl](methyl)amino}cyclopentyl]carbamate O[C@@H]1C[C@@H](C[C@@H]1N(C)C=1C2=C(N=C(N1)NCC1=CC=C(C=C1)OC)SC(=C2)CC(F)(F)F)NC(OCC2=CC=CC=C2)=O